Cl.O1CC(CC1)NC=1C=2CCNCC2C=CC1 N-(tetrahydrofuran-3-yl)-1,2,3,4-tetrahydroisoquinolin-5-amine hydrochloride